3-(2,4,6-triiodo-phenoxy)-acetone IC1=C(OCC(C)=O)C(=CC(=C1)I)I